C(C#C)OCCOC=1C=CC=2N(C1)N=CC2C#N 6-(2-(prop-2-yn-1-yloxy)ethoxy)pyrazolo[1,5-a]pyridine-3-carbonitrile